1-(2-fluoro-3-(3-morpholinoquinoxaline-6-carbonyl)phenyl)-3-(3-fluorophenyl)urea FC1=C(C=CC=C1C(=O)C=1C=C2N=C(C=NC2=CC1)N1CCOCC1)NC(=O)NC1=CC(=CC=C1)F